7-(5,6-dimethyl-1-(tetrahydro-2H-pyran-2-yl)-1H-indazol-4-yl)-8-fluoro-2-(((2R,7aS)-2-fluorohexahydro-1H-pyrrolizin-7a-yl)methoxy)-4-(2,2,2-trifluoroethoxy)quinazoline CC=1C(=C2C=NN(C2=CC1C)C1OCCCC1)C1=CC=C2C(=NC(=NC2=C1F)OC[C@]12CCCN2C[C@@H](C1)F)OCC(F)(F)F